C(C)(C)(C)OC(=O)N1C2(CCC1(CC2)C)[C@H](O)C=2C=NC=C(C2)F.FC=2C=CC(=C(C2)C(C)=O)NCC2=CC=C(C=C2)OC 1-(5-fluoro-2-((4-methoxybenzyl)amino)phenyl)ethan-1-one tert-butyl-1-((R)-(5-fluoropyridin-3-yl)(hydroxy)methyl)-4-methyl-7-azabicyclo[2.2.1]-heptane-7-carboxylate